NCCOCCOCCOCCOCCOCCOCC(N[C@H](C(=O)N1[C@@H](C[C@H](C1)O)C(=O)NCC1=CC=C(C=C1)C1=C(N=CS1)C)C(C)(C)C)=O (2S,4R)-1-((S)-23-amino-2-(tert-butyl)-4-oxo-6,9,12,15,18,21-hexaoxa-3-azatricosan-1-oyl)-4-hydroxy-N-(4-(4-methylthiazol-5-yl)benzyl)pyrrolidine-2-carboxamide